CN1C(C2=CC=CC=C2CC1)O 1,2,3,4-tetrahydro-2-methyl-1-isoquinolinol